COC=1C(=NC=C(C1)C=1C=NC=NC1)NC(=O)C=1C(=NOC1C)C1=CC=CC=C1 N-(3-methoxy-5-pyrimidin-5-yl-2-pyridyl)-5-methyl-3-phenyl-isoxazole-4-carboxamide